tert-butyl (2S,4R)-4-(2,3-dichloro-6-methoxyphenyl)-6-oxopiperidine-2-carboxylate ClC1=C(C(=CC=C1Cl)OC)[C@@H]1C[C@H](NC(C1)=O)C(=O)OC(C)(C)C